[Na+].NC1=CC=C(C=C1)OP(=O)([O-])[O-].[Na+] 4-aminophenylphosphate sodium salt